C(C)OC1=C(C=CC(=C1)OCC)C1=NC(=CC(=C1)C1=CC=C(C=C1)C1=CC=C(C=C1)N(C1=CC=C(C=C1)OCC)C1=CC=C(C=C1)OCC)C1=C(C=C(C=C1)OCC)OCC 2,6-bis(2,4-diethyloxyphenyl)-4-(4'-bis(4-ethyloxyphenyl)aminobiphenyl-4-yl)pyridine